C(C)(C)(C)OC(=O)N(C)CC1=NN(C(=C1C=1C=C2C(=NC1)N(C=C2C=2C(=NN(C2)CCCC(=O)O)C(F)(F)F)S(=O)(=O)C2=CC=C(C)C=C2)C#N)C 4-(4-(5-(3-(((tert-butoxycarbonyl)(methyl)amino)methyl)-5-cyano-1-methyl-1H-pyrazol-4-yl)-1-tosyl-1H-pyrrolo[2,3-b]pyridin-3-yl)-3-(trifluoromethyl)-1H-pyrazol-1-yl)butanoic acid